FCC(=O)C1=CC=C(C[C@H](N)C(=O)O)C=C1 p-2-fluoroacetyl-l-phenylalanine